C1OCCN2[C@@H]1CN(CC2)C2=C(C=C(C=C2)C2=NN(C1=CN=C(C=C12)Br)COCC[Si](C)(C)C)OC[C@@H]1OC1 3-{4-[(9aR)-octahydropyrazino[2,1-c][1,4]oxazin-8-yl]-3-{[(2R)-oxiran-2-yl]methoxy}phenyl}-5-bromo-1-{[2-(trimethylsilyl)ethoxy]methyl}-1H-pyrazolo[3,4-c]pyridine